2-chloro-5-fluoropyridine-6-carboxaldehyde ClC1=NC(=C(C=C1)F)C=O